3-((5-vinylbenzo[d]isoxazol-3-yl)amino)propanamide C(=C)C=1C=CC2=C(C(=NO2)NCCC(=O)N)C1